ClC1=C(C=CC(=C1)F)S(=O)(=O)NC1=NC=C(C=C1)\C=C\C=1C=NC(=NC1)NC1CCC(CC1)N(C)C 2-chloro-N-(5-((E)-2-(2-(((1r,4r)-4-(dimethylamino)cyclohexyl)amino)pyrimidin-5-yl)vinyl)pyridin-2-yl)-4-fluorobenzenesulfonamide